O1CCC2=C1C=CC=C2[C@H]2[C@@H](C2)CNC(CC)=O (1R,2R)-N-[2-(2,3-dihydrobenzofuran-4-yl)cyclopropylmethyl]propanamide